C[C@@H]1CN(C[C@H](N1C)C)[C@H]1CN(CC1)C(=O)OC(C)(C)C tert-Butyl (R)-3-((3R,5R)-3,4,5-trimethylpiperazin-1-yl)pyrrolidine-1-carboxylate